BrC=1C=C(C=C2CCCNC12)C(=O)OC Methyl 8-bromo-1,2,3,4-tetrahydroquinoline-6-carboxylate